N-(1-(2-(cyclopropanesulfonamido)thiazol-4-yl)propyl)-4-(5-(trifluoromethyl)pyridin-3-yl)benzamide C1(CC1)S(=O)(=O)NC=1SC=C(N1)C(CC)NC(C1=CC=C(C=C1)C=1C=NC=C(C1)C(F)(F)F)=O